N-(3-Fluorophenyl)-N1-(3-methoxyphenyl)-6-pyrrolidin-1-yl-[1,3,5]triazine-2,4-diamine hydrochloride Cl.FC=1C=C(C=CC1)NC1N(C(=NC(=N1)N)N1CCCC1)C1=CC(=CC=C1)OC